(2R,3S)-3-((9-ethyl-6-(((S)-1-((3-fluoroazetidin-1-yl)sulfonyl)pyrrolidin-3-yl)amino)-9H-purin-2-yl)amino)pentan-2-ol C(C)N1C2=NC(=NC(=C2N=C1)N[C@@H]1CN(CC1)S(=O)(=O)N1CC(C1)F)N[C@H]([C@@H](C)O)CC